4'-amino-4-fluoro-6-methoxy-3'-nitro-[1,1'-biphenyl] NC1=C(C=C(C=C1)C1=CC=C(C=C1OC)F)[N+](=O)[O-]